[(trifluoromethyl)sulfanyl]benzene-1-sulfonamide FC(F)(F)SC1=C(C=CC=C1)S(=O)(=O)N